[Li].C(C)(C)(C)OC(=O)N([C@H]1CN(CC1)C=1N=CC(=NC1)C(=O)O)C1CC1 (R)-5-(3-((tert-Butoxycarbonyl)(cyclopropyl)amino)pyrrolidin-1-yl)pyrazine-2-carboxylic acid lithium